1-(4-(5-methyl-3-((6-(trifluoromethyl)pyridin-3-yl)oxy)pyrazin-2-yl)piperidin-1-yl)prop-2-en-1-one CC=1N=C(C(=NC1)C1CCN(CC1)C(C=C)=O)OC=1C=NC(=CC1)C(F)(F)F